(S)-3-methyl-2-(5-methyl-6-((1-methylpiperidin-3-yl)amino)pyridazin-3-yl)-5-(trifluoromethyl)phenol CC=1C(=C(C=C(C1)C(F)(F)F)O)C=1N=NC(=C(C1)C)N[C@@H]1CN(CCC1)C